3-fluoro-1-naphthyridinecarbonitrile FC=1CN(C2=NC=CC=C2C1)C#N